(6,6-difluoro-2-azaspiro[3.3]heptan-2-yl)-[2-(1-isopropylpyrazol-3-yl)-4-(5-methyl-4H-1,2,4-triazol-3-yl)phenyl]methanone FC1(CC2(CN(C2)C(=O)C2=C(C=C(C=C2)C2=NN=C(N2)C)C2=NN(C=C2)C(C)C)C1)F